C(CCC)B1OC([C@H]2N1CCC2)(C2=CC=CC=C2)C2=CC=CC=C2 (S)-1-butyl-3,3-diphenyltetrahydro-1H,3H-pyrrolo[1,2-c][1,3,2]oxazaborol